C(C)(=O)N1CCC(CC1)NCC=1C=CC(=NC1OC)C1=C(C(=NC=C1)C=1C(=C(C=CC1)NC(=O)C1=CC(=C(C=N1)CN1CC(C1)C(=O)O)OC)Cl)Cl 1-((6-((3-(5-(((1-acetylpiperidin-4-yl)amino)methyl)-3'-chloro-6-methoxy-[2,4'-bipyridin]-2'-yl)-2-chlorophenyl)carbamoyl)-4-methoxypyridin-3-yl)methyl)azetidine-3-carboxylic acid